Rac-N-(5-chloro-2-methyl-4-(trifluoromethyl)phenyl)-2-(5-ethyl-2-(3-fluoropiperidin-1-yl)-7-oxo-6-(piperazin-1-yl)-[1,2,4]triazolo[1,5-a]pyrimidin-4(7H)-yl)acetamide ClC=1C(=CC(=C(C1)NC(CN1C=2N(C(C(=C1CC)N1CCNCC1)=O)N=C(N2)N2C[C@@H](CCC2)F)=O)C)C(F)(F)F |r|